chalconeselon C1(C(C=CC=C1)=[Se])\C=C\C(=O)C1=CC=CC=C1